NCC1=CC(=C(C=C1)NC=1C=NC(=NC1)N1CCC(CC1)C(C)C)C N-(4-(aminomethyl)-2-methylphenyl)-2-(4-isopropylpiperidin-1-yl)pyrimidin-5-amine